BrC=1C(=C(C=CC1)C(=O)C=1C=NN2C1C=CC(=C2C)C)O (3-bromo-2-hydroxyphenyl)(6,7-dimethylpyrazolo[1,5-a]pyridin-3-yl)methanone